ClC=1C=C(C=NC1N1N=CC=N1)NC(=O)C=1C=NN(C1C(F)(F)F)C1=C2C(=C(N=C1)C(=O)NC)SC=C2 4-(4-((5-Chloro-6-(2H-1,2,3-triazol-2-yl)pyridin-3-yl)carbamoyl)-5-(trifluoromethyl)-1H-pyrazol-1-yl)-N-methylthieno[2,3-c]pyridin-7-carboxamid